O[C@H](C)[C@@H]1[C@H]2[C@H](C(=C(N2C1=O)C(=O)O)\C=C\COC1=CC=CC=C1)C (4S,5R,6S)-6-((R)-1-hydroxyethyl)-4-methyl-7-oxo-3-((E)-3-phenoxyprop-1-en-1-yl)-1-azabicyclo[3.2.0]hept-2-ene-2-carboxylic acid